BrC1=C(C=C2N=C(C=3N(C2=C1)C=NC3)Cl)C 8-bromo-4-chloro-7-methylimidazo[1,5-a]quinoxaline